9,9-bis[4-(t-butoxycarbonyloxy)phenyl]fluorene Tetra-tert-butyl-2,2',2'',2'''-{(2S)-2-[4-(2-ethoxyethoxy)benzyl]-1,4,7,10-tetraazacyclododecane-1,4,7,10-tetrayl}tetraacetate C(C)(C)(C)OC(CN1[C@H](CN(CCN(CCN(CC1)CC(=O)OC(C)(C)C)CC(=O)OC(C)(C)C)CC(=O)OC(C)(C)C)CC1=CC=C(C=C1)OCCOCC)=O.C(C)(C)(C)OC(=O)OC1=CC=C(C=C1)C1(C2=CC=CC=C2C=2C=CC=CC12)C1=CC=C(C=C1)OC(=O)OC(C)(C)C